ClC=1C=NC(=NC1)OC1=CC=CC=2CC(OC(C21)CCC)=O 8-[(5-chloro-2-pyrimidinyl)oxy]-1,4-dihydro-1-propyl-3H-2-benzopyran-3-one